ClC=1C=CC(=C(C1)C1(CCC1)NC(OC(C)(C)C)=O)C#N tert-butyl (cis-(5-chloro-2-cyanophenyl)cyclobutyl)carbamate